N-((1r,4r)-4-(trimethylsilyl)cyclohexyl)acetamide C[Si](C1CCC(CC1)NC(C)=O)(C)C